5-bromo-N-(1-methylcyclobutyl)-4-(trifluoromethyl)pyridin-2-amine BrC=1C(=CC(=NC1)NC1(CCC1)C)C(F)(F)F